CC(C(=O)O)CCCCC methylenanthic acid